ClC=1C=C(C=CC1OCC1=NC=NC=C1)NC=1C2=C(N=CN1)NC=C2C2CCN(CC2)C(C=C)=O 1-(4-(4-((3-chloro-4-(pyrimidin-4-ylmethoxy)phenyl)amino)-7H-pyrrolo[2,3-d]pyrimidin-5-yl)piperidin-1-yl)prop-2-en-1-one